ClC1=CC2=C(N(C(C(N2C)=O)=O)C2C[C@H]3CC[C@@H](C2)N3CC3=CC=C(C=C3)OC(F)(F)F)N=C1 7-chloro-1-methyl-4-((1r,3r,5s)-8-(4-(trifluoromethoxy)benzyl)-8-azabicyclo[3.2.1]oct-3-yl)-1,4-dihydropyrido[2,3-b]pyrazine-2,3-dione